(N-(2-(4-isopropylpiperazin-1-yl)pyridin-3-yl)sulfamoyl)-N-hydroxy-benzofuran-2-carboxamide C(C)(C)N1CCN(CC1)C1=NC=CC=C1NS(=O)(=O)C1=C(OC2=C1C=CC=C2)C(=O)NO